C12(CC3CC(CC(C1)C3)C2)N2C(N(CC2)C2=CC=C3C(NS(C1=CC=CC(NCCC[C@H]4CC(N(C3=N2)C4)(C)C)=N1)(=O)=O)=O)=O (14S)-8-[3-(Adamantan-1-yl)-2-oxoimidazolidin-1-yl]-12,12-dimethyl-2λ6-thia-3,9,11,18,23-pentaazatetracyclo[17.3.1.111,14.05,10]tetracosa-1(22),5,7,9,19(23),20-hexaene-2,2,4-trione